FC([C@@H]1[C@H]2[C@@H](N([C@@H](C1)C2)C(=O)OC)C#C)F Methyl (1R,3R,4S,5S)-5-(difluoromethyl)-3-ethynyl-2-azabicyclo[2.2.1]heptane-2-carboxylate